(R)-1-(4-((4-((2-fluoro-4-((2-(3-hydroxy-3-(trifluoromethyl)pyrrolidin-1-yl)pyridin-4-yl)oxy)phenyl)amino)-7-methoxyquinazolin-6-yl)amino)piperidin-1-yl)prop-2-en-1-one FC1=C(C=CC(=C1)OC1=CC(=NC=C1)N1C[C@](CC1)(C(F)(F)F)O)NC1=NC=NC2=CC(=C(C=C12)NC1CCN(CC1)C(C=C)=O)OC